[K].C(C)(C)OB(OC(C)C)OC(C)C triisopropylborate potassium